1-((1S,4S)-5-(4-(7-(1-((1R,4R)-4-hydroxycyclohexyl)-1H-pyrazol-4-yl)-6-methylimidazo[1,2-b]pyridazin-3-yl)quinolin-7-yl)-2,5-diazabicyclo[2.2.1]hept-2-yl)ethan-1-one OC1CCC(CC1)N1N=CC(=C1)C1=CC=2N(N=C1C)C(=CN2)C2=CC=NC1=CC(=CC=C21)N2[C@@H]1CN([C@H](C2)C1)C(C)=O